CC=1C=NOC1C 4,5-dimethylisoxazol